4-{[5-acetyl-1-(oxan-4-yl)-4H,6H,7H-pyrazolo[4,3-c]pyridin-3-yl](methyl)amino}-2-(difluoromethyl)phenylboronic acid C(C)(=O)N1CC2=C(CC1)N(N=C2N(C2=CC(=C(C=C2)B(O)O)C(F)F)C)C2CCOCC2